C1(CCC1)C(N1N=CC(=C1)NC([C@H](C1CCC(CC1)(F)F)NC(=O)C=1N(N=CC1)C(C)C)=O)C1=NN=NN1CC(F)(F)F N-[(1S)-2-[[1-[cyclobutyl-[1-(2,2,2-trifluoroethyl)tetrazol-5-yl]methyl]pyrazol-4-yl]amino]-1-(4,4-difluorocyclohexyl)-2-oxo-ethyl]-2-isopropyl-pyrazole-3-carboxamide